(2R,5R)-3-(4-amino-3-nitrophenethyl)-2-(1-(4-bromophenyl)-3-(4-Fluorophenyl)-1H-pyrazol-4-yl)-5-methyloxazolidin-4-one NC1=C(C=C(CCN2[C@H](O[C@@H](C2=O)C)C=2C(=NN(C2)C2=CC=C(C=C2)Br)C2=CC=C(C=C2)F)C=C1)[N+](=O)[O-]